C(C)C1(CNC1)OCC=1C=NN(C1C1=CC=2N(C=C1)N=C(C2)NC(=O)C2CC2)C N-(5-(4-(((3-ethylazetidin-3-yl)oxy)methyl)-1-methyl-1H-pyrazol-5-yl)pyrazolo[1,5-a]pyridin-2-yl)cyclopropanecarboxamide